(3aR,6aS)-5-ethylhexahydropyrrolo[3,4-c]pyrrol C(C)N1C[C@H]2[C@@H](C1)CNC2